5-(4-(3-(6-methoxy-5-(trifluoromethyl)pyridin-2-yl)cyclopentyl)piperazin-1-yl)-N-methylpicolinamide COC1=C(C=CC(=N1)C1CC(CC1)N1CCN(CC1)C=1C=CC(=NC1)C(=O)NC)C(F)(F)F